(2S,3S)-3-(((S)-tert-butylsulfinyl)amino)-2-fluoro-3-(3-fluorophenyl)propionic acid C(C)(C)(C)[S@](=O)N[C@H]([C@@H](C(=O)O)F)C1=CC(=CC=C1)F